C(=O)NC=1C=C(C=CC1)C=1C=C(C(NC1C(F)(F)F)=O)C(=O)N 5-(3-formylaminophenyl)-2-oxo-6-(trifluoromethyl)-1,2-dihydropyridine-3-carboxamide